5-((6-(3,4-dihydro-2H-benzo[b][1,4]oxazin-6-yl)pyridin-2-yl)oxy)-2-fluorophenol O1C2=C(NCC1)C=C(C=C2)C2=CC=CC(=N2)OC=2C=CC(=C(C2)O)F